C1(=CC=CC=C1)P(C1=CC=CC=C1)C1=CC=CC=C1.FC1=CC=C(C=C1)C1=NC(=NC(=C1CBr)C(C)C)N(S(=O)(=O)C)C 4-(4-fluorophenyl)-6-isopropyl-2-(N-methyl-N-methylsulfonyl-amino)-pyrimidin-5-yl-bromomethane triphenylphosphine salt